(2R)-2-(4-Fluorophenyl)-N-{4-[5-fluoro-3-(pyridin-2-yl)-1H-pyrrolo[3,2-b]pyridin-2-yl]pyridin-2-yl}-3-methylbutanamid FC1=CC=C(C=C1)[C@H](C(=O)NC1=NC=CC(=C1)C1=C(C2=NC(=CC=C2N1)F)C1=NC=CC=C1)C(C)C